o-methyl-phenylacetic acid amide CC1=C(C=CC=C1)CC(=O)N